1-(2,4,5-Trimethoxyphenyl)-1,2-propanedione COC1=C(C=C(C(=C1)OC)OC)C(C(C)=O)=O